2-(4-(((5-(3-fluoro-4-(trifluoromethyl)phenyl)-1,3,4-thiadiazol-2-yl)methyl)thio)-2-methylphenoxy)propanoic acid FC=1C=C(C=CC1C(F)(F)F)C1=NN=C(S1)CSC1=CC(=C(OC(C(=O)O)C)C=C1)C